4-hydroxy-7-phenyl-3-(2,2,2-trifluoroethane-1-On-1-yl)-2H-chromen-2-one OC1=C(C(OC2=CC(=CC=C12)C1=CC=CC=C1)=O)C(C(F)(F)F)=O